CC1=C(C(=NC=C1)C(F)(F)F)C(=O)C1=CNC(=C1)C=1NC2=C(C=NC(=C2Cl)Br)N1 methyl-(5-(6-bromo-7-chloro-1H-imidazo[4,5-c]pyridin-2-yl)-1H-pyrrol-3-yl)(2-(trifluoromethyl)pyridin-3-yl)methanone